1-(4-Bromo-2-(1-methyl-1H-tetrazol-5-yl)phenyl)butan-1-ol BrC1=CC(=C(C=C1)C(CCC)O)C1=NN=NN1C